4-methoxy-N-[(1S)-3-methyl-1-[[(E,1S)-3-methylsulfonyl-1-[[(3S)-2-oxopyrrolidin-3-yl]methyl]allyl]carbamoyl]butyl]-1H-indole-2-carboxamide COC1=C2C=C(NC2=CC=C1)C(=O)N[C@@H](CC(C)C)C(N[C@H](\C=C\S(=O)(=O)C)C[C@H]1C(NCC1)=O)=O